FC1=CC=C(CNC2=NC(=NN3C2=CC=C3)SCC3=CC=C(C(=O)O)C=C3)C=C1 4-[[[4-[(4-fluorobenzyl)amino]pyrrolo[2,1-f][1,2,4]triazin-2-yl]thio]methyl]benzoic acid